BrCCC(=O)O β-bromopropionic acid